4,4'-bis(2-sulfostyryl)-biphenyl disodium salt [Na+].[Na+].S(=O)(=O)([O-])C1=C(C=CC2=CC=C(C=C2)C2=CC=C(C=C2)C=CC2=C(C=CC=C2)S(=O)(=O)[O-])C=CC=C1